7-methyl-4-(pyridin-2-ylethynyl)-7H-pyrrolo[2,3-d]pyrimidine-6-carboxylic acid ethyl ester C(C)OC(=O)C1=CC2=C(N=CN=C2C#CC2=NC=CC=C2)N1C